F[C@H]1C[C@H](N(C1)C(CN1C[C@@H](CC1)NC1=C2C=CC=NC2=C(C=C1)C)=O)C#N (2S,4S)-4-fluoro-1-[2-[(3R)-3-[(8-methyl-5-quinolinyl)amino]pyrrolidin-1-yl]acetyl]pyrrolidine-2-carbonitrile